O1CC(C1)C1=CC=C(C=C1)C=1N=C2SC3=C(N2C1)C=CC(=C3)C(=O)NCCCN3CCCCC3 2-(4-(oxetan-3-yl)phenyl)-N-(3-(piperidin-1-yl)propyl)benzo[d]imidazo[2,1-b]thiazole-7-carboxamide